O[C@@H]1C[C@@H](CC[C@H]1C)NC1=NC=NC=C1C(=O)N 4-((1R,3R,4R)-3-hydroxy-4-methylcyclohexylamino)-pyrimidine-5-carboxamide